benzyl (1R,2R)-2-(2-cyanoacetyl)cyclohexylcarbamate C(#N)CC(=O)[C@H]1[C@@H](CCCC1)NC(OCC1=CC=CC=C1)=O